(Z)-(1-(4-amino-2-fluoro-but-2-en-1-yl)-4-(3-(methylsulfonyl)phenyl)-1H-benzo[d][1,2,3]triazol-6-yl)(pyrrolidin-1-yl)methanone hydrochloride Cl.NC\C=C(\CN1N=NC2=C1C=C(C=C2C2=CC(=CC=C2)S(=O)(=O)C)C(=O)N2CCCC2)/F